C(#N)C1=CC2=C(N=C(S2)NC(=O)C2C(C3C=CC2C3)C(=O)O)C=C1 3-[(6-cyano-1,3-benzothiazol-2-yl)carbamoyl]bicyclo[2.2.1]hept-5-ene-2-carboxylic acid